OCCNC(C1=CC(=CC=C1)C=1N=CC=2N(C1)C(=CN2)C2=CC=C(C=C2)O)=O N-(2-hydroxyethyl)-3-[3-(4-hydroxyphenyl)imidazo[1,2-a]pyrazin-6-yl]benzamide